FC(C(C(C(S(=O)(=O)[O-])(F)F)(F)F)(F)F)(S(=O)(=O)[O-])F.C(=C)OCCOC1=CC=C(C=C1)[S+](C1=CC=C(C=C1)OCCOC=C)C1=CC=C(C=C1)OCCOC=C.C(=C)OCCOC1=CC=C(C=C1)[S+](C1=CC=C(C=C1)OCCOC=C)C1=CC=C(C=C1)OCCOC=C tris(4-(2-(vinyloxy)ethoxy)-phenyl)sulfonium 1,1,2,2,3,3,4,4-octafluoro-butane-1,4-disulfonate